(Z)-3-hexen-1-yl anthranilate C(C=1C(N)=CC=CC1)(=O)OCC\C=C/CC